(S)-7-iodo-3-(penta-3-yl)-5-phenyl-1H-benzo[e][1,4]diazepin-2(3H)-one IC1=CC2=C(NC([C@@H](N=C2C2=CC=CC=C2)C(CC)CC)=O)C=C1